(S)-N-(5-chloro-2-methyl-6-(2H-1,2,3-triazol-2-yl)pyridin-3-yl)-N'-(8-(1-methoxyethyl)-2-methylimidazo[1,2-b]pyridazin-7-yl)urea ClC=1C=C(C(=NC1N1N=CC=N1)C)NC(=O)NC1=C(C=2N(N=C1)C=C(N2)C)[C@H](C)OC